methyl-sulfonic acid CS(=O)(=O)O